C(C)NC1=C(C(=O)NC=2SC(=CN2)[N+](=O)[O-])C(=CC=C1)C 2-(Ethylamino)-6-methyl-N-(5-nitrothiazol-2-yl)benzamide